C1(CC1)C1=NN(C=N1)C1CC2(CN(C2)C(=O)N2CC(C2)C2=CC=C(C=C2)CC(F)(F)F)C1 [6-(3-cyclopropyl-1,2,4-triazol-1-yl)-2-azaspiro[3.3]heptan-2-yl]-[3-[4-(2,2,2-trifluoroethyl)phenyl]azetidin-1-yl]methanone